(1S,5S)-N-(4-(3-(4-fluorophenyl)-1-methyl-1H-pyrazol-4-yl)-7-methoxypyrido[3,2-d]pyrimidin-6-yl)-3-oxabicyclo[3.1.0]hexane-1-carboxamide FC1=CC=C(C=C1)C1=NN(C=C1C=1C2=C(N=CN1)C=C(C(=N2)NC(=O)[C@@]21COC[C@H]1C2)OC)C